F[C@H]1CN(CC[C@@H]1NC1=C2C=C(N(C2=CC=C1)CC(F)(F)F)C#CCNC1=C(C=C(C(=O)OC)C=C1)OC)C[C@H](COC)O |&1:1,6| methyl 4-((3-(4-(((3SR,4SR)-3-fluoro-1-((R)-2-hydroxy-3-methoxypropyl)piperidin-4-yl)amino)-1-(2,2,2-trifluoroethyl)-1H-indol-2-yl)prop-2-yn-1-yl)amino)-3-methoxybenzoate